2-(4-fluorophenyl)-N-{4-[3-(4-fluorophenyl)-5-methyl-4-oxo-7-(2,2,2-trifluoroethyl)-4,5-dihydro-1H-pyrrolo[3,2-c]pyridin-2-yl]pyridin-2-yl}propanamide FC1=CC=C(C=C1)C(C(=O)NC1=NC=CC(=C1)C1=C(C=2C(N(C=C(C2N1)CC(F)(F)F)C)=O)C1=CC=C(C=C1)F)C